N[C@@H](C(=O)O)CCCOC1=C(C(=CC(=C1)Cl)Cl)CN1C2=NC(=NC(=C2N=C1)N)C(C)C (R)-2-amino-5-(2-((6-amino-2-isopropyl-9H-purin-9-yl)methyl)-3,5-dichlorophenoxy)pentanoic acid